silicon-yttrium carbon [C].[Y].[Si]